CC1N(CC2=NNC=C21)C(=O)OC(C)(C)C tert-Butyl 4-methyl-4,6-dihydropyrrolo[3,4-c]pyrazole-5(2H)-carboxylate